[4-[[3-(2,3-difluoro-4-methoxy-phenyl)imidazo[1,2-a]pyrazin-8-yl]amino]-2-methyl-phenyl]-[4-(4-hydroxypiperidine-4-carbonyl)piperazin-1-yl]methanone hydrochloride Cl.FC1=C(C=CC(=C1F)OC)C1=CN=C2N1C=CN=C2NC2=CC(=C(C=C2)C(=O)N2CCN(CC2)C(=O)C2(CCNCC2)O)C